tert-butyl (rac-(1R,2S,4R)-5-((benzyloxy)methyl)-7-oxabicyclo[2.2.1]heptan-2-yl)carbamate C(C1=CC=CC=C1)OCC1[C@H]2C[C@@H]([C@@H](C1)O2)NC(OC(C)(C)C)=O |r|